tert-Butyl N-[4-[4-[2-(2,6-dioxo-3-piperidyl)-1,3-dioxo-isoindolin-5-yl]piperazine-1-carbonyl]cyclohexyl]carbamate O=C1NC(CCC1N1C(C2=CC=C(C=C2C1=O)N1CCN(CC1)C(=O)C1CCC(CC1)NC(OC(C)(C)C)=O)=O)=O